C(C1=CC=CC=C1)(=O)N1CCN(CC1)C=1C=C2C(=CN(C2=CC1)S(=O)(=O)CC1=CC=CC=C1)C=O 5-(4-benzoylpiperazin-1-yl)-1-toluenesulfonyl-1H-indole-3-carbaldehyde